C(CC#C)OC(NC1=NC(=CC=C1)CO\N=C(\C1=CC=CC=C1)/C1=NN=NN1C)=O {6-[({[(Z)-(1-Methyl-1H-tetrazol-5-yl)(phenyl)methylene]amino}oxy)methyl]pyridin-2-yl}carbamic acid but-3-yn-1-yl ester